6'-chloro-1'-(isothiazol-4-yl)-2'-oxo-1,3-dihydrospiro[indene-2,3'-indoline]-5-carboxylic acid ClC1=CC=C2C3(C(N(C2=C1)C=1C=NSC1)=O)CC1=CC=C(C=C1C3)C(=O)O